ClC=1C=CC(=C(C1)C1=CC(N(C=C1OC)C(C(=O)O)CCCC)=O)N1N=NC(=C1)C(F)F 2-[4-{5-chloro-2-[4-(difluoromethyl)-1H-1,2,3-triazol-1-yl]phenyl}-5-methoxy-2-oxopyridin-1(2H)-yl]hexanoic acid